CC1(CC=C(CC1)C)CCCO 3-(1,4-dimethylcyclohex-3-en-1-yl)-propan-1-ol